[Pt](Cl)Cl.C(CN)N.C(CN)N bis(ethylenediamine) platinum (II) chloride